2'-bromo-5'-methylspiro[cyclopentane-1,6'-thieno[2,3-c]pyrrol]-4'(5'H)-one BrC1=CC2=C(C3(N(C2=O)C)CCCC3)S1